C(C1=NN(C(=N1)O)CC1=CC=C(C=C1)C=C)C1=NN(C(=N1)O)CC1=CC=C(C=C1)C=C 3,3'-methylenebis[1-(4-vinylbenzyl)-5-hydroxy-1H-1,2,4-triazole]